4-isopropyl-1,4-dihydro-5H-pyrazolo[4,3-b]pyridin-5-one C(C)(C)N1C2=C(C=CC1=O)NN=C2